C1(CC1)N1C=C(C2=C1N=CNC2=O)I 7-Cyclopropyl-5-iodo-3,7-dihydro-4H-pyrrolo[2,3-d]pyrimidin-4-one